3-(2-(((2R,3R,4S,5R)-5-(6-amino-2-chloro-9H-purin-9-yl)-4-fluoro-3-hydroxytetrahydrofuran-2-yl)methoxy)-2-carboxy-2-(thiazol-4-yl)ethyl)benzoic acid NC1=C2N=CN(C2=NC(=N1)Cl)[C@H]1[C@H]([C@@H]([C@H](O1)COC(CC=1C=C(C(=O)O)C=CC1)(C=1N=CSC1)C(=O)O)O)F